3-Bromo-2-fluoro-11-hydroxy-6-methyl-6,11-dihydrodibenzo[c,f][1,2]thiazepine 5,5-dioxide BrC1=CC2=C(C(C3=C(N(S2(=O)=O)C)C=CC=C3)O)C=C1F